6-benzhydryl-2,3-dihydro-1H-inden-5-amine C(C1=CC=CC=C1)(C1=CC=CC=C1)C1=C(C=C2CCCC2=C1)N